(S)-2-chloro-N1-(4-chloro-3-(pyridin-2-yl)phenyl)-N-((tetrahydrofuran-2-yl)methyl)terephthalamide ClC1=C(C(=O)N(C[C@H]2OCCC2)C2=CC(=C(C=C2)Cl)C2=NC=CC=C2)C=CC(=C1)C(=O)N